4-(1-Methylpiperidin-4-yl)-N-(6-(p-tolylamino)-1H-indazol-3-yl)benzamid CN1CCC(CC1)C1=CC=C(C(=O)NC2=NNC3=CC(=CC=C23)NC2=CC=C(C=C2)C)C=C1